2-Hydroxyethyl N-[[3-[4-[(2-tert-butylimidazol-1-yl)methyl]-3-fluoro-phenyl]-5-isobutyl-2-thienyl]sulfonyl]carbamate C(C)(C)(C)C=1N(C=CN1)CC1=C(C=C(C=C1)C1=C(SC(=C1)CC(C)C)S(=O)(=O)NC(OCCO)=O)F